2-fluoroinosine FC=1N=C(C=2N=CN([C@H]3[C@H](O)[C@H](O)[C@@H](CO)O3)C2N1)O